3-hydroxy-2-(hydroxymethyl)-4H-pyran OC1=C(OC=CC1)CO